(2S,4R)-4-fluoro-N-[(S)-[6-fluoro-5-(propan-2-yl)pyridin-2-yl](phenyl)methyl]-1-{2-[(methylcarbamoyl)amino]acetyl}pyrrolidine-2-carboxamide F[C@@H]1C[C@H](N(C1)C(CNC(NC)=O)=O)C(=O)N[C@@H](C1=CC=CC=C1)C1=NC(=C(C=C1)C(C)C)F